4-(4-methoxyphenylsulfanyl)phenylbis(4-methoxyphenyl)sulfonium COC1=CC=C(C=C1)SC1=CC=C(C=C1)[S+](C1=CC=C(C=C1)OC)C1=CC=C(C=C1)OC